COCCNC(=O)C=1C=C2C(=NC1)N(C(=N2)NC=2SC1=C(N2)C=CC(=C1)OC(F)(F)F)C 3-Methyl-2-(6-trifluoromethoxy-benzothiazol-2-ylamino)-3H-imidazo[4,5-b]pyridine-6-carboxylic acid (2-methoxy-ethyl)-amide